1H-pyrazol-1-ylethan-1-ol N1(N=CC=C1)C(C)O